N-[(1S)-5-[2-(2-aminopyridin-3-yl)-5-(pyrazol-1-yl)imidazo[4,5-b]pyridin-3-yl]-2,3-dihydro-1H-inden-1-yl]-2-(N-methylprop-2-enamido)benzamide NC1=NC=CC=C1C1=NC=2C(=NC(=CC2)N2N=CC=C2)N1C=1C=C2CC[C@@H](C2=CC1)NC(C1=C(C=CC=C1)N(C(C=C)=O)C)=O